N1-(3-(dimethylamino)propyl)-2-fluoro-N4-(2,2,2-trifluoro-1-phenylethyl)benzene-1,4-diamine CN(CCCNC1=C(C=C(C=C1)NC(C(F)(F)F)C1=CC=CC=C1)F)C